Methyl 5-(N,N-dimethylsulfamoyl)-4-fluoro-2-methoxybenzoate CN(S(=O)(=O)C=1C(=CC(=C(C(=O)OC)C1)OC)F)C